tert-butyl (3R,4R)-3-methyl-4-{(1E)-N-[(S)-2-methylpropane-2-sulfinyl]ethaneimidoyl}piperidine-1-carboxylate C[C@H]1CN(CC[C@H]1\C(\C)=N\[S@@](=O)C(C)(C)C)C(=O)OC(C)(C)C